N'-[4-[[3-[(4-chlorophenyl)methyl]-1,2,4-thiadiazol-5-yl]oxy]-2,5-dimethylphenyl]-N-ethyl-N-methylformamidine ClC1=CC=C(C=C1)CC1=NSC(=N1)OC1=CC(=C(C=C1C)N=CN(C)CC)C